4-chloro-5-(4-fluorophenyl)-5-hydroxy-1-p-fluorobenzyl-1,5-dihydro-pyrrol-2-one ClC1=CC(N(C1(O)C1=CC=C(C=C1)F)CC1=CC=C(C=C1)F)=O